FC1(C[C@]12CN([C@@H](C2)CO)C)F ((3R,6S)-1,1-difluoro-5-methyl-5-azaspiro[2.4]heptan-6-yl)methanol